1-(4-phenoxyphenyl)ethanone O(C1=CC=CC=C1)C1=CC=C(C=C1)C(C)=O